8-(4-chloro-2-fluorophenyl)-6-((2S,6R)-2-(1-cyclopropyl-1H-pyrazol-4-yl)-6-methylmorpholino)-2,3-dimethylpyrimido[5,4-d]pyrimidin-4(3H)-one ClC1=CC(=C(C=C1)C1=NC(=NC2=C1N=C(N(C2=O)C)C)N2C[C@@H](O[C@@H](C2)C)C=2C=NN(C2)C2CC2)F